CCCCCCCCC/C=C\CCCCCCCC(=O)OC[C@H](COP(=O)([O-])OCC[N+](C)(C)C)OC(=O)CCCCCCC/C=C\CCCCCCCC 1-(9Z-nonadecenoyl)-2-(9Z-octadecenoyl)-glycero-3-phosphocholine